OC1(COCCC1)CNC1=NC=C(C=2N=CN(C(C21)=O)C)C2=CC=C(C=C2)C(F)(F)F 5-(((3-hydroxytetrahydro-2H-pyran-3-yl)methyl)amino)-3-methyl-8-(4-(trifluoromethyl)phenyl)pyrido[4,3-d]pyrimidin-4(3H)-one